4-(aminomethyl)-3,5-difluoro-N-(4-(4-(trifluoromethyl)piperidin-1-yl)phenyl)aniline NCC1=C(C=C(NC2=CC=C(C=C2)N2CCC(CC2)C(F)(F)F)C=C1F)F